tert-butyl ((1-acryloylpiperidin-4-yl)methyl)carbamate C(C=C)(=O)N1CCC(CC1)CNC(OC(C)(C)C)=O